N(=[N+]=[N-])[C@H](C(=O)N1[C@@H](C[C@H](C1)O[Si](C)(C)C(C)(C)C)C(=O)O)C(C)(C)C (2S,4R)-1-((S)-2-azido-3,3-dimethylbutanoyl)-4-((tert-butyldimethylsilyl)oxy)pyrrolidine-2-carboxylic acid